CC1(C(N(N=C(O1)C=1C(=NC=CN1)C(C)NC(C1=CC(=CC(=C1)C(F)(F)F)C(F)(F)F)=O)CC#C)=O)C N-[1-[3-(6,6-dimethyl-5-oxo-4-prop-2-ynyl-1,3,4-oxadiazin-2-yl)pyrazin-2-yl]ethyl]-3,5-bis(trifluoromethyl)benzamide